BrC1=CC=CC(=N1)N1C=NNCC1 4-(6-bromopyridin-2-yl)-1,4,5,6-tetrahydro-1,2,4-triazine